BrC[S@](=O)C1CCC1 (R)-((bromomethyl)sulfinyl)cyclobutane